2,5-dichloro-N-(2,4-difluoro-3-(2-(2-hydroxyethylamino)quinazolin-6-yl)phenyl)benzenesulfonamide tert-butyl-2,7-diazaspiro[3.5]nonane-2-carboxylate C(C)(C)(C)OC(=O)N1CC2(C1)CCNCC2.ClC2=C(C=C(C=C2)Cl)S(=O)(=O)NC2=C(C(=C(C=C2)F)C=2C=C1C=NC(=NC1=CC2)NCCO)F